Phenyl-tri(dimethylsiloxy)silane tert-butyl-((2R,4R,5S)-2-((S)-1-(4-fluorophenyl)-1,2,3,4-tetrahydroisoquinoline-2-carbonyl)-5-methoxytetrahydro-2H-pyran-4-yl)carbamate C(C)(C)(C)N(C(O)=O)[C@@H]1C[C@@H](OC[C@H]1OC)C(=O)N1[C@H](C2=CC=CC=C2CC1)C1=CC=C(C=C1)F.C1(=CC=CC=C1)[Si](O[SiH](C)C)(O[SiH](C)C)O[SiH](C)C